FC(CC1=CC=C(NC2C(NC(CC2)=O)=O)C=C1)(CNC)F 3-[4-[2,2-difluoro-3-(methylamino)propyl]anilino]piperidine-2,6-dione